OC1=NC=CC2=CC(=CC=C12)C1=CCC(CN1C(=O)OC(C)(C)C)C tert-butyl 6-(1-hydroxy-6-isoquinolyl)-3-methyl-3,4-dihydro-2H-pyridine-1-carboxylate